S(=O)(=O)(C1=CC=C(C)C=C1)OCCOCCOCCOCCOC1=CC=C(C=C1)C1CCN(CC1)S(=O)(=O)C1=CC=C(C(=O)NCC(=O)[O-])C=C1 2-(4-((4-(4-(2-(2-(2-(2-(tosyloxy)ethoxy)ethoxy)ethoxy)ethoxy)phenyl)piperidin-1-yl)sulfonyl)benzamido)acetate